ClC1=C2C(N(C=NC2=C(C=C1)F)C1=NNC=C1)=O 5-chloro-8-fluoro-3-(1H-pyrazol-3-yl)quinazolin-4(3H)-one